((2-((4-cyano-2-fluorophenoxy)methyl)-5-fluoropyridin-4-yl)oxy)piperidine-1-carboxylic acid tert-butyl ester C(C)(C)(C)OC(=O)N1C(CCCC1)OC1=CC(=NC=C1F)COC1=C(C=C(C=C1)C#N)F